4-methyl-N-(5-nitropyridin-2-yl)benzenesulfonamide ethyl-benzene-1,4-dicarboxylate C(C)C1=C(C=CC(=C1)C(=O)O)C(=O)O.CC1=CC=C(C=C1)S(=O)(=O)NC1=NC=C(C=C1)[N+](=O)[O-]